2-((2S,4S)-1-acryloyl-4-(8-chloro-4-(3-(dimethylamino)-azetidin-1-yl)-7-(4,5-dimethylpyridin-3-yl)-6-fluoro-1H-imidazo[4,5-c]quinolin-1-yl)piperidin-2-yl)acetonitrile C(C=C)(=O)N1[C@@H](C[C@H](CC1)N1C=NC=2C(=NC=3C(=C(C(=CC3C21)Cl)C=2C=NC=C(C2C)C)F)N2CC(C2)N(C)C)CC#N